C(C)OC(C[C@@H](CCl)OC(C)(C)C)=O (3S)-4-chloro-3-tert-butyloxy-butyric acid ethyl ester